C(#N)C=1C=C(C=C(C1)F)CC(=O)NC1=NC=CC(=C1)[N+](=O)[O-] (3-cyano-5-fluorophenyl)-N-(4-nitropyridin-2-yl)acetamide